OC1C(C(C2=CC=CC=C12)=O)(C)C1=CC(=CC=C1)OC (-)-3-Hydroxy-2-(3-methoxyphenyl)-2-methyl-2,3-dihydro-1H-inden-1-one